(3R,4S)-1-tert-butoxycarbonyl-4-(5-chloro-2-pyridyl)piperidine-3-carboxylic acid C(C)(C)(C)OC(=O)N1C[C@@H]([C@H](CC1)C1=NC=C(C=C1)Cl)C(=O)O